4-bromo-benzyl-2-dimethylamino-1-(4-morpholinophenyl)-1-butanone BrC1=CC=C(CC(C(=O)C2=CC=C(C=C2)N2CCOCC2)(CC)N(C)C)C=C1